6-(7-chloro-2-((1S,2S)-2-(4-methylpyrimidin-2-yl)cyclopropyl)-1,6-naphthyridin-4-yl)-2-oxa-6-azaspiro[3.3]heptane ClC1=NC=C2C(=CC(=NC2=C1)[C@@H]1[C@H](C1)C1=NC=CC(=N1)C)N1CC2(COC2)C1